1-[3-[4-hydroxy-2-(3-methoxypropyl)-5-methyl-pyrazol-3-yl]-1H-1,2,4-triazol-5-yl]-5-methyl-pyrazolo[3,4-c]pyridine-3-carboxamide OC1=C(N(N=C1C)CCCOC)C1=NNC(=N1)N1N=C(C=2C1=CN=C(C2)C)C(=O)N